6-((3-fluorobenzyl)carbamoyl)-3-azabicyclo[3.1.0]hexane-3-carboxylate FC=1C=C(CNC(=O)C2C3CN(CC23)C(=O)[O-])C=CC1